tert-Butyl (3-cyano-4-(3-(3-((dimethylamino)methyl)-4-hydroxypyrrolidin-1-yl)-5-fluoro-7,9-dihydrofuro[3,4-f]quinazolin-6-yl)-7-fluorothieno[3,2-c]pyridin-2-yl)carbamate C(#N)C1=C(SC2=C1C(=NC=C2F)C=2C1=C(C=3C=NC(=NC3C2F)N2CC(C(C2)O)CN(C)C)COC1)NC(OC(C)(C)C)=O